((2R,3S,5R)-5-(6-amino-2-fluoro-9H-purin-9-yl)-2-ethynyl-3-hydroxytetrahydrofuran-2-yl)methyl tetradecyl glutarate C(CCCC(=O)OCCCCCCCCCCCCCC)(=O)OC[C@]1(O[C@H](C[C@@H]1O)N1C2=NC(=NC(=C2N=C1)N)F)C#C